C(C)(C)C1C(CC(CC1)C)OC(C(CC)=O)=O oxobutanoic acid 2-isopropyl-5-methylcyclohexyl ester